ClC=1C(=C(CN2[C@@H](C[C@@](CC2)(C(=O)O)CC2=NC(=C(C(=C2F)C2(COC2)C)F)NC2=NNC(=C2)C)C)C=CC1)F (2R,4R)-1-(3-chloro-2-fluorobenzyl)-4-((3,5-difluoro-6-((5-methyl-1H-pyrazol-3-yl)amino)-4-(3-methyloxetan-3-yl)pyridin-2-yl)methyl)-2-methylpiperidine-4-carboxylic acid